ClC1=CC=2N(C(N(C=3N=CC(=CC3C2C=C1)F)CC)=O)C1=CC=C(C=C1)NCCNC 13-chloro-8-ethyl-4-fluoro-10-(4-{[2-(methylamino)ethyl]amino}phenyl)-6,8,10-triazatricyclo[9.4.0.02,7]pentadeca-1(11),2(7),3,5,12,14-hexaen-9-one